1-(2-(Azepan-2-yl)benzyl)-2-thioxo-1,2,3,5-tetrahydro-4H-pyrrolo[3,2-d]pyrimidin-4-one N1C(CCCCC1)C1=C(CN2C(NC(C3=C2C=CN3)=O)=S)C=CC=C1